C1(CCCC1)CN1CCC(CC1)C=1C=C2CN(C(C2=CC1)=O)C1C(NC(CC1)=O)=O 3-(5-(1-(cyclopentylmethyl)piperidin-4-yl)-1-oxoisoindolin-2-yl)piperidine-2,6-dione